N(=[N+]=[N-])CC1CC12CN(CC2)C(=O)[O-] 1-(Azidomethyl)-5-azaspiro[2.4]heptane-5-carboxylate